(ethoxy)1,6-hexanediol diacrylate C(C=C)(=O)OC(CCCCCOC(C=C)=O)OCC